2-((3S,5R)-5-(2,3-dichloro-6-hydroxyphenyl)pyrrolidin-3-yl)-1-((S)-2-(hydroxymethyl)azetidin-1-yl)ethan-1-one ClC1=C(C(=CC=C1Cl)O)[C@H]1C[C@H](CN1)CC(=O)N1[C@@H](CC1)CO